(N,N-dimethylformamide) benzyl-carbamate C(C1=CC=CC=C1)NC(O)=O.CN(C=O)C